NC1=NC=CC=C1[C@@H](C)NCC (R)-2-((1-(2-aminopyridin-3-yl)ethyl)amino)ethan